C12CC(CCC2C1)N(C(=O)[C@H]1N(C[C@H](C1)F)S(=O)(=O)C1=CC=C(C=C1)OC)CC1=CC2=C(CCO2)C=C1 (2S,4S)-N-(bicyclo[4.1.0]heptan-3-yl)-N-((2,3-dihydrobenzofuran-6-yl)methyl)-4-fluoro-1-((4-methoxyphenyl)sulfonyl)pyrrolidine-2-carboxamide